Methyl (2R)-2-amino-3-(4,6-dichloropyridin-3-yl)propanoate N[C@@H](C(=O)OC)CC=1C=NC(=CC1Cl)Cl